3-Carboxymethyl-2-pentylcyclopentan C(=O)(O)CC1C(CCC1)CCCCC